[Si](C)(C)(C(C)(C)C)O[C@H]1[C@@H](O[C@@H]([C@H]1O[Si](C)(C)C(C)(C)C)CSCC=1C(=NOC1C1CC1)C1=CC=CC=C1)N1C=CC2=C1N=CN=C2N 7-((2R,3R,4R,5S)-3,4-bis((tert-Butyldimethylsilyl)oxy)-5-((((5-cyclopropyl-3-phenylisoxazol-4-yl)methyl)thio)methyl)tetrahydrofuran-2-yl)-7H-pyrrolo[2,3-d]pyrimidin-4-amine